5-(benzyloxy)benzene-1,3-dicarboxylic acid C(C1=CC=CC=C1)OC=1C=C(C=C(C1)C(=O)O)C(=O)O